N-{4-[5-methoxy-3-(pyridin-2-yl)-1-{[2-(triethylsilyl)ethoxy]ethyl}-1H-pyrrolo[3,2-b]pyridin-2-yl]pyridin-2-yl}acetamide COC1=CC=C2C(=N1)C(=C(N2CCOCC[Si](CC)(CC)CC)C2=CC(=NC=C2)NC(C)=O)C2=NC=CC=C2